O=C1C(CN(C1CO[C@@H]1CC[C@@H](CC1)C1=CC=CC=C1)C(=O)OCC1=CC=CC=C1)C(=O)OCC 1-benzyl 3-ethyl 4-oxo-5-({[(CIS)-4-phenylcyclohexyl]oxy}methyl)pyrrolidine-1,3-dicarboxylate